CC1=CCC(CC1)C(C)C 1-methyl-4-(1-methylethyl)-cyclohexene